(6-amino-2-((3-methoxyphenyl)amino)pyrimidin-4-yl)(isoindolin-2-yl)methanone NC1=CC(=NC(=N1)NC1=CC(=CC=C1)OC)C(=O)N1CC2=CC=CC=C2C1